Cl.COC(=O)[C@H]1C[C@@H](CCC1)N.C(C1=CC=CC=C1)OC(=O)N[C@H]1C[C@@H](CCC1)C(=O)OC Methyl (1R,3R)-3-(benzyloxycarbonylamino)cyclohexanecarboxylate Methyl-(1R,3R)-3-aminocyclohexanecarboxylate hydrochloride